1-amino-2-methyl-isothiourea hydroiodide I.NNC(SC)=N